N-(2-Methoxy-5-(3-(oxetan-3-ylmethyl)-2'-oxo-2',3'-dihydrospiro[cyclopropane-1,1'-pyrrolo[2,3-c]quinolin]-8'-yl)pyridin-3-yl)benzenesulfonamide COC1=NC=C(C=C1NS(=O)(=O)C1=CC=CC=C1)C1=CC=2C3=C(C=NC2C=C1)NC(C31CC1CC1COC1)=O